1,2,2-tribromopropane BrCC(C)(Br)Br